1-[4-chloro-2-(6-hydroxypyrimidin-4-yl) phenyl]-ethyl 1H-1,2,3-triazole-4-carboxylate N1N=NC(=C1)C(=O)OC(C)C1=C(C=C(C=C1)Cl)C1=NC=NC(=C1)O